C(C)(C)(C)OC(=O)N1CC2(CC1)CC(CC2)(C(=O)OC(C)(C)C)C 7-methyl-2-azaspiro[4.4]nonane-2,7-dicarboxylic acid di-tert-butyl ester